C(C)C1=NOC(=N1)CNC(=O)[C@@H]1CN(CC[C@H]1NC(=O)C1=NOC(=C1)C1=C(C=C(C=C1)F)F)C1CCCCC1 |o1:11,16| (3R*,4R*)-1-Cyclohexyl-4-{[5-(2,4-difluoro-phenyl)-isoxazole-3-carbonyl]-amino}-piperidine-3-carboxylic acid (3-ethyl-[1,2,4]oxadiazol-5-ylmethyl)-amide